pentacenyl ether C1(=CC=CC2=CC3=CC4=CC5=CC=CC=C5C=C4C=C3C=C12)OC1=CC=CC2=CC3=CC4=CC5=CC=CC=C5C=C4C=C3C=C12